BrC1=CN(C=2N=CN=C(C21)OC)C2=C(C(=O)O)C=CN=C2 (5-bromo-4-methoxy-7H-pyrrolo[2,3-d]pyrimidin-7-yl)isonicotinic acid